BrC1=CC=C(C=C1)C1=C(C=C(C(=C1)C1=CC=C(C=C1)Br)C1=CC=C(C=C1)Br)C1=CC=C(C=C1)Br 1,2,4,5-tetrakis(4-bromophenyl)benzene